2-(2-(3-Oxa-6-azabicyclo[3.1.1]heptan-6-yl)-6-methoxybenzo[d]thiazole-7-carboxamido)-4-methylbenzoic acid C12COCC(N1C=1SC3=C(N1)C=CC(=C3C(=O)NC3=C(C(=O)O)C=CC(=C3)C)OC)C2